C(C)N1C2=CC=CC(=C2SC=2C=C(C=CC12)C(COCCOCC)=O)C(COCCOCC)=O 1,1'-(10-ethylphenothiazine-3,6-diyl)bis(2-ethoxyethoxyethanone)